3-(trifluoromethoxy)propyl methanesulfonate CS(=O)(=O)OCCCOC(F)(F)F